ClC1=NC(=C(C=2N=C(N=C(C21)N2CC(CCC2)C)SC)F)Cl 1-(5,7-dichloro-8-fluoro-2-(methylthio)pyrido[4,3-d]pyrimidin-4-yl)-3-methylpiperidine